didodecyl-[1]-benzothieno[3,2-b][1]benzothiophene C(CCCCCCCCCCC)C1=C(C2=C(C=C1)C=1SC3=C(C1S2)C=CC=C3)CCCCCCCCCCCC